4-Cyclopropyl-N-((S)-2,2-dicyclopropyl-1-(5-(((S)-2-oxo-4-(trifluoromethyl)imidazolidin-1-yl)methyl)benzo[d]oxazol-2-yl)ethyl)-1,2,5-oxadiazole-3-carboxamide C1(CC1)C=1C(=NON1)C(=O)N[C@@H](C(C1CC1)C1CC1)C=1OC2=C(N1)C=C(C=C2)CN2C(N[C@@H](C2)C(F)(F)F)=O